3-(1,1-difluoro-2-(4-hydroxypiperidin-1-yl)-2-oxoethyl)-2-fluoro-N-(4-fluoro-3-methylphenyl)benzamide FC(C(=O)N1CCC(CC1)O)(F)C=1C(=C(C(=O)NC2=CC(=C(C=C2)F)C)C=CC1)F